5-[[4-[[2-(4,5-Dihydro-1H-imidazol-2-yl)acetyl]amino]-3-fluorophenyl]sulfonylamino]thiazol N1C(=NCC1)CC(=O)NC1=C(C=C(C=C1)S(=O)(=O)NC1=CN=CS1)F